3-(2,8,9-trioxa-5-aza-1-sila-bicyclo[3.3.3]undec-1-yl)-propylamine [Si]12(OCCN(CCO1)CCO2)CCCN